CC1=NC(=NC=C1)[C@@H]1[C@H](C1)C1=NC2=CC(=CC=C2C=C1)N |o1:7,8| ((1S*,2S*)-2-(4-methylpyrimidin-2-yl)cyclopropyl)quinolin-7-amine